(R)-3-[2-(4-Acetaminophenyl)-1,2,3,4-tetrahydroisoquinolin-5-yl]-3-(7-methoxy-1-methyl-1H-benzo[d][1,2,3]triazol-5-yl)propionic acid ethyl ester C(C)OC(C[C@H](C1=CC2=C(N(N=N2)C)C(=C1)OC)C1=C2CCN(CC2=CC=C1)C1=CC=C(C=C1)NC(=O)C)=O